CN1CCN(CC1)CC1=C(C=C(C=C1)NC(=O)N)C(F)(F)F (4-((4-METHYLPIPERAZIN-1-YL)METHYL)-3-(TRIFLUOROMETHYL)PHENYL)UREA